5-fluoro-7-((1-(2-(piperidin-4-yl)ethyl)piperidin-4-yl)methoxy)-2-(((tetrahydro-2H-pyran-4-yl)thio)methyl)quinazolin-4(3H)-one hydrochloride Cl.FC1=C2C(NC(=NC2=CC(=C1)OCC1CCN(CC1)CCC1CCNCC1)CSC1CCOCC1)=O